ClC1=NC=C(C(=C1)N1C[C@H](CCC1)NC(OC(C)(C)C)=O)C=1C=NN(C1)CCN1CCCC1 tert-butyl (S)-(1-(2-chloro-5-(1-(2-(pyrrolidin-1-yl)ethyl)-1H-pyrazol-4-yl)pyridin-4-yl)piperidin-3-yl)carbamate